2-chloro-5-methoxy-6-deuteromethyl-[4,4'-bipyridine] ClC1=NC(=C(C(=C1)C1=CC=NC=C1)OC)C[2H]